C1(=CC=CC=C1)[Si]1(O[Si](O[Si](O1)(C1=CC=CC=C1)C1=CC=CC=C1)(C1=CC=CC=C1)C1=CC=CC=C1)C1=CC=CC=C1 Hexaphenylcyclotrisiloxan